1-Benzylpiperidin-4-yl (S)-2-(3-((4-(aminomethyl)benzyl)oxy)phenyl)-2-hydroxy-2-phenylacetate dihydrochloride Cl.Cl.NCC1=CC=C(COC=2C=C(C=CC2)[C@](C(=O)OC2CCN(CC2)CC2=CC=CC=C2)(C2=CC=CC=C2)O)C=C1